CC1=CC=C(C=C1)C(O)(C1=CC=CC=C1)C1=CC=CC=C1 4-methyl-phenyl-diphenylmethanol